C(C)(C)(C)OC(=O)N1C(C(CC1)CC1=CC=C(C=C1)C(=O)OC)=O 3-(4-(methoxycarbonyl)benzyl)-2-oxopyrrolidine-1-carboxylic acid tert-butyl ester